2-fluoro-4-[2-(5-methylisothiazol-4-yl)-3-(morpholin-2-ylmethyl)phenyl]benzonitrile FC1=C(C#N)C=CC(=C1)C1=C(C(=CC=C1)CC1CNCCO1)C=1C=NSC1C